N[C@@H]1[C@@H](CCCC1)NC1=NC=2N(C=C1)N=CC2C(=O)NC=2C(=CC1=C(CC(O1)(C)C)C2)OC 5-(((1R,2S)-2-aminocyclohexyl)amino)-N-(6-methoxy-2,2-dimethyl-2,3-dihydrobenzofuran-5-yl)pyrazolo[1,5-a]pyrimidine-3-carboxamide